(2S,4R)-4-hydroxy-N-((R)-2-hydroxy-1-(4-(pyrimidin-5-yl)phenyl)ethyl)pyrrolidine-2-carboxamide O[C@@H]1C[C@H](NC1)C(=O)N[C@@H](CO)C1=CC=C(C=C1)C=1C=NC=NC1